3-[(5-tert-butyl-1H-imidazol-4-yl)methylene]-6-(benzylidene)-2,5-piperazinedione hydrochloride Cl.C(C)(C)(C)C1=C(N=CN1)C=C1C(NC(C(N1)=O)=CC1=CC=CC=C1)=O